(E)-N-ethyl-2-(2-methoxyethoxy)-N-(7-((2-(2-methoxyethoxy)ethyl)amino)-8-methyl-3H-phenoxazin-3-ylidene)ethan-1-aminium C(C)\[N+](\CCOCCOC)=C/1\C=CC2=NC3=CC(=C(C=C3OC2=C1)NCCOCCOC)C